C(C)OC(=O)C1=NOC(=C1)[Sn](CCCC)(CCCC)CCCC 5-(tributylstannyl)isoxazole-3-carboxylic acid ethyl ester